1-((3R,5R,8S,9S,10R,13S,14S,17S)-10-fluoro-3-hydroxy-3,13-dimethylhexadecahydro-1H-cyclopenta[a]phenanthren-17-yl)-2-(4-(methylsulfonyl)-1H-pyrazol-1-yl)ethan-1-one F[C@]12[C@H]3CC[C@@]4([C@H](CC[C@H]4[C@@H]3CC[C@@H]2C[C@](CC1)(C)O)C(CN1N=CC(=C1)S(=O)(=O)C)=O)C